6-[4-[(3S)-3-(5-cyano-3-pyridinyl)isoxazolidine-2-carbonyl]-1-piperidinyl]pyrimidine-4-carbonitrile C(#N)C=1C=C(C=NC1)[C@H]1N(OCC1)C(=O)C1CCN(CC1)C1=CC(=NC=N1)C#N